3-(1-oxo-5-(((1S,2S)-2-(3-(quinolin-4-yl)azetidin-1-yl)-cyclohexyl)oxy)isoindolin-2-yl)piperidine-2,6-dione O=C1N(CC2=CC(=CC=C12)O[C@@H]1[C@H](CCCC1)N1CC(C1)C1=CC=NC2=CC=CC=C12)C1C(NC(CC1)=O)=O